4,5,6,7-tetrahydrofurano[3,4-c]pyridine-1-carboxamide C=1(OC=C2CNCCC21)C(=O)N